tungsten selenite [Se](=O)([O-])[O-].[W+4].[Se](=O)([O-])[O-]